Tin dibutyl diacetate C(C)(=O)OCCCC.C(C)(=O)OCCCC.[Sn]